ClC1=C(CN2N=CC(=C2C(F)(F)F)C(=O)NC=2C=NC(=C(C2)C#N)N2N=CC=N2)C=CC=C1F 1-(2-chloro-3-fluorobenzyl)-N-(5-cyano-6-(2H-1,2,3-triazol-2-yl)pyridin-3-yl)-5-(trifluoromethyl)-1H-pyrazole-4-carboxamide